C[C@@H]1[C@H]([C@@H]([C@H]([C@]2(O1)OCC1=CC(=C(C=C12)CC1=CC=C(C=C1)OCC)F)O)O)O (1S,3'R,4'S,5'S,6'R)-6'-Methyl-6-(4-ethoxy-benzyl)-5-fluoro-3',4',5',6'-tetrahydro-3H-spiro[isobenzofuran-1,2'-pyran]-3',4',5'-triol